C(C)(C)(C)OC(=O)C1(C2CC(C(C1)C2)OC(=O)C2C1C=CC(C2)C1)C(=O)OC(C)(C)C 5-(5,5-di(tert-butoxycarbonyl)-2-norbornyloxycarbonyl)-bicyclo[2.2.1]hept-2-ene